tert-butyl 9-(5-acetyl-3-iodo-6,7-dihydro-4H-pyrazolo[4,3-c]pyridin-1-yl)-3-azaspiro[5.5]undecane-3-carboxylate C(C)(=O)N1CC2=C(CC1)N(N=C2I)C2CCC1(CCN(CC1)C(=O)OC(C)(C)C)CC2